copper dibromid [Cu](Br)Br